3β-chloro-cholest-5-ene Cl[C@@H]1CC2=CC[C@H]3[C@@H]4CC[C@H]([C@@H](CCCC(C)C)C)[C@]4(CC[C@@H]3[C@]2(CC1)C)C